butyl 4-(2-bromoethyl)piperazine-1-carboxylate BrCCN1CCN(CC1)C(=O)OCCCC